(S)-N-(((R)-5-morpholino-1,2,3,4-tetrahydroisoquinolin-3-yl)methyl)-N-propyl-5,6,7,8-tetrahydroquinolin-8-amine O1CCN(CC1)C1=C2C[C@@H](NCC2=CC=C1)CN([C@H]1CCCC=2C=CC=NC12)CCC